tert-Butyl (R)-4-(benzyloxy)-8-(chloromethyl)-2-methyl-7,8-dihydro-6H-thieno[2,3-e]indole-6-carboxylate C(C1=CC=CC=C1)OC1=C2C(=C3[C@H](CN(C3=C1)C(=O)OC(C)(C)C)CCl)SC(=C2)C